3-(trifluoromethyl)-10H-Phenoxazine FC(C=1C=CC=2NC3=CC=CC=C3OC2C1)(F)F